5-amino-8-(2,6-dimethyl-1-oxido-pyridin-1-ium-4-yl)-2-[(5-fluoro-2-pyridinyl)methyl]-7-phenyl-[1,2,4]triazolo[4,3-c]pyrimidin-3-one NC1=NC(=C(C=2N1C(N(N2)CC2=NC=C(C=C2)F)=O)C2=CC(=[N+](C(=C2)C)[O-])C)C2=CC=CC=C2